2-(2-fluoro-4-methoxyphenoxy)acetyl chloride FC1=C(OCC(=O)Cl)C=CC(=C1)OC